C(C)C=1C(=NC=C(C1)C=1C=C(C=C2C=CC=NC12)C)N ethyl-5-(6-methylquinolin-8-yl)pyridin-2-amine